1-(2,5-difluorophenyl)-3-[1-(2-methylpropyl)-5-oxopyrrolidin-3-yl]urea FC1=C(C=C(C=C1)F)NC(=O)NC1CN(C(C1)=O)CC(C)C